(3R)-3-{[2-(4-fluorophenyl)[1,2,4]triazolo[1,5-c]quinazolin-5-yl]amino}azepin-2-one FC1=CC=C(C=C1)C1=NN2C(=NC=3C=CC=CC3C2=N1)NC=1C(N=CC=CC1)=O